1,4-Dioxanonen O=CCOCCCCC